N-hydroxy-8-oxooctanoylamide O[N-]C(CCCCCCC=O)=O